(1R,5R)-6-oxa-3-azabicyclo[3.1.0]hexan-2-one [C@@H]12C(NC[C@H]2O1)=O